(S)-N-(3-(6-((2-hydroxy-2-methylpropyl)amino)-2-morpholinylpyrimidin-4-yl)-4-methylphenyl)-3-(2,2,2-trifluoroethyl)pyrrolidine-1-carboxamide OC(CNC1=CC(=NC(=N1)N1CCOCC1)C=1C=C(C=CC1C)NC(=O)N1C[C@@H](CC1)CC(F)(F)F)(C)C